FC(C(=O)O)(F)F.CCC(CCCCC)=O octan-3-one trifluoroacetate salt